NC1CCN(CC1)C1=CC=C(C=C1)NC1C(NC(CC1)=O)=O 3-((4-(4-aminopiperidin-1-yl)phenyl)amino)piperidine-2,6-dione